N[C@@H]1C2=CC=CC=C2CC12CCN(CC2)C2=CC=CC(=C2C)C(=C)C2=NNCC2 (S)-6-(1-amino-1,3-dihydrospiro[indene-2,4'-piperidine]-1'-yl)-3-(1-(o-tolyl)vinyl)-1,5-dihydro-4H-pyrazole